7-methoxy-4-(1-methyl-3-phenyl-1H-pyrazol-4-yl)-6-nitroquinazoline COC1=C(C=C2C(=NC=NC2=C1)C=1C(=NN(C1)C)C1=CC=CC=C1)[N+](=O)[O-]